C(C1=CC=CC=C1)N1CCC(CC1)N(C(CCC)=O)C1=C(C=C(C=C1)C)C N-(1-benzylpiperidin-4-yl)-N-(2,4-dimethylphenyl)butanamide